C(C)OC1=NC2=C(N1CCCCC(=O)N)C=C(C=C2)OC [3-(2-Ethoxy-6-methoxybenzoimidazol-1-yl)propyl]acetamide